ClC1=C(C=CC(=C1)C)N1C(C(CC1)NC(C=O)=O)=O N-(1-(2-chloro-4-methylphenyl)-2-oxopyrrolidin-3-yl)-2-oxoacetamide